ClC1=NN(C=C1NC=1N=CC2=C(N1)N(C(C(=C2)C2=C(C=C(C=C2)F)F)=O)C=2C=C(C=CC2)NC(C=C)=O)C N-(3-(2-((3-chloro-1-methyl-1H-pyrazol-4-yl)amino)-6-(2,4-difluorophenyl)-7-oxopyrido[2,3-d]pyrimidin-8(7H)-yl)phenyl)acrylamide